ClC1=CC(=C(C=C1Cl)CC1=C(C=NC=C1)C(=O)N)OC 4-[(4,5-dichloro-2-methoxyphenyl)methyl]pyridine-3-carboxamide